3-[2-oxo-7-(4,4,5,5-tetramethyl-1,3,2-dioxaborolan-2-yl)benzo[cJ]indol-1-yl]piperidine-2,6-dione O=C1N(C2=CC(=CC=3C2=C1C=CC3)B3OC(C(O3)(C)C)(C)C)C3C(NC(CC3)=O)=O